(2R,3S)-2-(benzoylaminomethyl)-3-(4-bromophenyl)-3-hydroxypropionic acid ethyl ester C(C)OC([C@@H]([C@H](O)C1=CC=C(C=C1)Br)CNC(C1=CC=CC=C1)=O)=O